BrC=1C(=NC=C(C1OC)F)Cl 3-bromo-2-chloro-5-fluoro-4-methoxypyridine